CC1(COC1)C 2,2-dimethyl-trimethylene oxide